(3S,4S)-1-(1H-benzo[d]imidazol-5-yl)-3-cyclopropyl-4-(2-methyl-4-(1-(trifluoromethyl)-1H-pyrazol-4-yl)phenyl)azetidin-2-one N1C=NC2=C1C=CC(=C2)N2C([C@H]([C@H]2C2=C(C=C(C=C2)C=2C=NN(C2)C(F)(F)F)C)C2CC2)=O